(3-((tert-butyldimethylsilyl)oxy)-2-fluorophenyl)boronic acid [Si](C)(C)(C(C)(C)C)OC=1C(=C(C=CC1)B(O)O)F